Chromium nicotinate glycinate NCC(=O)[O-].C(C1=CN=CC=C1)(=O)[O-].[Cr+2]